9,10-bis(n-nonyloxycarbonyloxy)anthracene C(CCCCCCCC)OC(=O)OC=1C2=CC=CC=C2C(=C2C=CC=CC12)OC(=O)OCCCCCCCCC